CCCCCC 1,4-dimethyl-butane